ClC1=C2C(=NC=C1)C(=NN2C2CN(C2)C(=O)OC(C)(C)C)I tert-butyl 3-(7-chloro-3-iodo-1H-pyrazolo[4,3-b]pyridin-1-yl)azetidine-1-carboxylate